dodecyl-dimethyl-hydroxypropyl-carbon C(CCCCCCCCCCC)C(CCCO)(C)C